ClC=1C=C(C=C2C=C(N=CC12)NC(=O)[C@H]1[C@@H](C1)C#N)C=1C=NC(=CC1CC)OCC |r| (±)-trans-N-[8-chloro-6-(6-ethoxy-4-ethyl-3-pyridyl)-3-isoquinolyl]-2-cyano-cyclopropanecarboxamide